C(CCCCCC)C(C(=O)OCC(COC(C(CCCCCCC)CCCCCCC)=O)N1CC2(CC1)CCN(CC2)CCCCO[Si](C)(C)C(C)(C)C)CCCCCCC 2-(8-(4-((tert-butyldimethylsilyl)oxy)butyl)-2,8-diazaspiro[4.5]decan-2-yl)propane-1,3-diyl bis(2-heptylnonanoate)